rac-(3R)-3-[4-(piperazin-1-yl)phenyl]piperidine-2,6-dione N1(CCNCC1)C1=CC=C(C=C1)[C@@H]1C(NC(CC1)=O)=O |r|